Ethyl (R)-(+)-4-chloro-3-hydroxybutyrate CCOC(=O)C[C@H](CCl)O